(S)-3-((S)-sec-butyl)-4-(4-hydroxy-6-oxo-1,6-dihydropyrimidin-2-yl)-1,3,4,5-tetrahydro-2H-benzo[e][1,4]Diazepin-2-one [C@H](C)(CC)[C@@H]1N(CC2=C(NC1=O)C=CC=C2)C=2NC(C=C(N2)O)=O